FC([C@@H]1[C@@H](CCC1)NCC1=C(C(=CC(=C1)Br)Br)N)(F)F (1R,2S)-2-trifluoromethyl-((2-amino-3,5-dibromobenzyl)amino)-cyclopentane